1,1,2-trifluoroethene FC(=CF)F